IC1=NNC=2C=C3C(=CC12)C1=C(OC3)C=C(N=C1)C 10-iodo-3-methyl-6,8-dihydropyrido[3',4':5,6]pyrano[4,3-f]indazole